dimethyl (2,3-dimethylbutylidene)malonate CC(C=C(C(=O)OC)C(=O)OC)C(C)C